C(=O)O.FC(C1=NN=C(S1)C1=NC=C2N1C=C(C=C2N2[C@@H](CNCC2)C)S(=O)(=O)NC2(CC2)C)F (R)-3-(5-(difluoromethyl)-1,3,4-thiadiazol-2-yl)-N-(1-methylcyclopropyl)-8-(2-methylpiperazin-1-yl)imidazo[1,5-a]pyridine-6-sulfonamide formate